5-(4-(4-fluorobutan-2-ylsulfonyl)phenyl)-3-(3-(4-((methylamino)methyl)phenyl)isoxazol-5-yl)pyrazin-2-amine FCCC(C)S(=O)(=O)C1=CC=C(C=C1)C=1N=C(C(=NC1)N)C1=CC(=NO1)C1=CC=C(C=C1)CNC